tert-butyl 6-fluoro-2-(2-methoxy-2-oxo-ethyl)-2,3-dihydro-1,4-benzoxazine-4-carboxylate FC=1C=CC2=C(N(CC(O2)CC(=O)OC)C(=O)OC(C)(C)C)C1